BrC1=C(C=C(C=C1C(C)C)COC)C1=CC(=NC=C1)F 4-(2-bromo-3-isopropyl-5-(methoxymethyl)phenyl)-2-fluoropyridine